7-chloro-3-oxo-1,5-dihydrobenzo[e][1,3,2]dioxaphosphepin ClC1=CC2=C(COP(OC2)=O)C=C1